2,3,4,7-Tetrahydro-1H-azepin N1CCCC=CC1